[Cl-].[Na+].O water sodium chloride